C1(CCC1)N(C(CC=1C=NC(=CC1)C(F)(F)F)=O)CC(C=1N=NC=CC1)O N-cyclobutyl-N-(2-hydroxy-2-pyridazin-3-yl-ethyl)-2-[6-(trifluoromethyl)-3-pyridyl]acetamide